N1N=C(C2=CC=CC=C12)C(=O)NCCNC(OC(C)(C)C)=O tert-butyl (2-(1H-indazole-3-carboxamido)ethyl)carbamate